CC1=C(C=C(C=C1)NC(=O)C1=CC(=NC=C1)C(F)(F)F)C1=CC2=C(N=C(N=C2)NC)N=C1C N-[4-methyl-3-[7-methyl-2-(methylamino)pyrido[2,3-d]pyrimidin-6-yl]phenyl]-2-(trifluoromethyl)pyridine-4-carboxamide